C(C)(C)(C)OC(NC[C@@H]1CN(CCC1)C1=NC=CC(=N1)NC1=NNC(=C1)C1CC1)=O N-[[(3R)-1-[4-[(5-cyclopropyl-1H-pyrazol-3-yl)amino]pyrimidin-2-yl]-3-piperidinyl]methyl]carbamic acid tert-butyl ester